2-[benzyl(2-hydroxyethyl)amino]-1-[1-(oxetan-3-yl)pyrazol-4-yl]ethanone C(C1=CC=CC=C1)N(CC(=O)C=1C=NN(C1)C1COC1)CCO